(S)-N-((R)-1-(4-(2-aminopyrimidin-5-yl)thiophen-2-yl)ethyl)-7-((9,9-difluoro-9H-fluorene-3-carbonyl)glycyl)-1,4-dioxa-7-azaspiro[4.4]nonane-8-carboxamide NC1=NC=C(C=N1)C=1C=C(SC1)[C@@H](C)NC(=O)[C@H]1N(CC2(OCCO2)C1)C(CNC(=O)C=1C=CC=2C(C3=CC=CC=C3C2C1)(F)F)=O